C(C)(=O)NCCSSCCCCS(=O)[O-].[Na+] sodium 4-[[2-(acetamido) ethyl] dithio]-1-butanesulfinate